t-butyl-2,5-bis-(2-ethylhexanoylperoxy)-2,5-dimethylhexane C(C)(C)(C)CC(CCC(C)(C)OOC(C(CCCC)CC)=O)(C)OOC(C(CCCC)CC)=O